N-cyclopropyl-3-(6-((1-hydroxy-2-methylpropan-2-yl)amino)-5-(thiazol-2-yl)pyridin-3-yl)-4-methylbenzamide C1(CC1)NC(C1=CC(=C(C=C1)C)C=1C=NC(=C(C1)C=1SC=CN1)NC(CO)(C)C)=O